C(C)(C)(C)OC(=O)N1C[C@H]([C@@H](CC1)NC(C(COC1=NC=CC=C1C)(C)C)=O)CC trans-4-(2,2-dimethyl-3-((3-methylpyridin-2-yl)oxy)propanamido)-3-ethylpiperidine-1-carboxylic acid tert-butyl ester